(alpha-bromobutyryl)-8-hydroxyquinolin-2-one BrC(C(=O)C=1C(NC2=C(C=CC=C2C1)O)=O)CC